4-amino-7-chloro-N-methyl-N-((5S)-2-(trifluoromethyl)-5,8-dihydro-6H-pyrano[3,4-b]-pyridin-5-yl)-1,3-dihydrofuro-[3,4-c]quinoline-8-carboxamide NC1=NC=2C=C(C(=CC2C2=C1COC2)C(=O)N([C@@H]2COCC1=NC(=CC=C12)C(F)(F)F)C)Cl